3-Amino-6-chloropyridazine NC=1N=NC(=CC1)Cl